9-((2R,3R,4S,5R)-5-((R)-(4-chlorophenyl)(hydroxy)methyl)-3,4-dihydroxytetrahydrofuran-2-yl)-3,9-dihydro-6H-purin-6-one O-methyl oxime CON=C1C=2N=CN(C2NC=N1)[C@@H]1O[C@@H]([C@H]([C@H]1O)O)[C@H](O)C1=CC=C(C=C1)Cl